C(C1=CC=CC=C1)C1=NC(=NN1)C(=O)N[C@@H]1CCC2=C(N(C1=O)C([2H])([2H])[2H])C=C(C=C2)C#CC(C)(C)O |r| (±)-5-Benzyl-N-(8-(3-hydroxy-3-methylbut-1-yn-1-yl)-1-(methyl-d3)-2-oxo-2,3,4,5-tetrahydro-1H-benzo[b]azepin-3-yl)-1H-1,2,4-triazole-3-carboxamid